O[C@@H](CN(S(=O)(=O)C1=CC=C(C=C1)C)CC(=O)C1=CC(=NC=C1)OC)C N-[(2R)-2-hydroxypropyl]-N-[2-(2-methoxy-4-pyridyl)-2-oxo-ethyl]-4-methyl-benzenesulfonamide